1-Heptyl-1-butylpyrrolidinium triflat [O-]S(=O)(=O)C(F)(F)F.C(CCCCCC)[N+]1(CCCC1)CCCC